diphenyl (2-(piperidinyl)ethyl)phosphonate hydrochloride Cl.N1(CCCCC1)CCP(OC1=CC=CC=C1)(OC1=CC=CC=C1)=O